sodium ortho-cresol C1(=CC=CC=C1O)C.[Na]